N-(2-iodoethyl)pyrrolidine hydroiodide I.ICCN1CCCC1